C1=C(C=CC2=CC=CC=C12)C1=NN(C=C1/C=C/C(=O)N[C@@H](CC1=CNC2=CC=CC=C12)C(=O)O)C=1C=C(C=CC1)C (E)-(3-(3-(2-naphthyl)-1-(m-tolyl)-1H-4-pyrazolyl)acryloyl)-L-tryptophan